ClC1=C(C(=O)NC2=NN=NN2C)C=CC(=C1SC)C(F)(F)F 2-chloro-N-(1-methyl-1H-tetrazol-5-yl)-3-(methylthio)-4-(trifluoromethyl)benzamide